[C@H]1(CN1)N1N=CC=2C(=NC(=C(C21)F)C=2C(=CC1=CC=C(C(=C1C2)C#C)F)O)N(C)C(C)C 3-((1R,5S,6r)-3-aza1-cyclopropyl-7-fluoro-4-(isopropyl(methyl)amino)-1H-pyrazolo[4,3-c]pyridin-6-yl)-5-ethynyl-6-fluoronaphthalen-2-ol